C(C)(=O)O.OC(=O)CCCC[C@@H]1SC[C@@H]2NC(=O)N[C@H]12 biotin acetate